((3R,4R,5R,6R)-4,5-dihydroxy-6-(hydroxymethyl)tetrahydro-2H-pyran-3-yl)pyridin-4(1H)-one O[C@@H]1[C@@H](CO[C@@H]([C@@H]1O)CO)N1C=CC(C=C1)=O